NC1=CC=C(C=N1)/C=C/C(=O)NCC=1OC2=C(C1)C=C(C=C2Cl)Br (E)-3-(6-aminopyridin-3-yl)-N-((5-bromo-7-chlorobenzofuran-2-yl)methyl)acrylamide